(7-(2,3-Dihydro-1H-inden-5-yl)-2-azaspiro[3.5]nonan-2-yl)((1s,3s)-3-hydroxy-3-methylcyclobutyl)methanone C1CCC2=CC(=CC=C12)C1CCC2(CN(C2)C(=O)C2CC(C2)(C)O)CC1